(S)-3-(5-(trifluoromethyl)-2,3-dihydrobenzofuran-2-yl)benzoic acid FC(C=1C=CC2=C(C[C@H](O2)C=2C=C(C(=O)O)C=CC2)C1)(F)F